1-[[(2S,3S,4S)-3-ethyl-4-fluoro-5-oxo-pyrrolidin-2-yl]methoxy]-7-methoxy-isoquinoline-6-carboxylic acid C(C)[C@H]1[C@H](NC([C@H]1F)=O)COC1=NC=CC2=CC(=C(C=C12)OC)C(=O)O